tert-Butyl (2-(4-fluorophenyl)-2-oxoethyl)(pentan-2-yl)carbamate FC1=CC=C(C=C1)C(CN(C(OC(C)(C)C)=O)C(C)CCC)=O